NC1=C(C=C(C=C1)N1C(CCCC12CCN(CC2)C=2N=C(N=NC2O)N2CCCC2)=O)F 1-(4-amino-3-fluorophenyl)-9-(6-hydroxy-3-(pyrrolidin-1-yl)-1,2,4-triazin-5-yl)-1,9-diazaspiro[5.5]undecan-2-one